13-amino-5,8,11-trioxa-2-aza-tridecanoic acid 1,1-dimethylethyl ester CC(C)(C)OC(NCCOCCOCCOCCN)=O